[W].CN(C)CC(=O)NC1=C(C=CC=C1C)C (dimethylamino)-N-(2,6-dimethylphenyl)acetamide tungsten